C(C)N1N=C(C=C1)C(=O)O 1-ethylpyrazole-3-carboxylic acid